1,5-Dimethyl-4-hydroxy-3-phenylpyrazol CN1N=C(C(=C1C)O)C1=CC=CC=C1